C(C)(C)(C)OC(=O)N[C@@H](C(C)C)C(=O)OCI iodomethyl (tert-butoxycarbonyl)-L-valinate